C(C)NS(=O)(=O)C1=CC(=C(C=C1)NC1=NC=CC(=C1)C(F)(F)F)C=1N=CN(C1)C N-ethyl-3-(1-methylimidazol-4-yl)-4-[[4-(trifluoromethyl)-2-pyridyl]amino]benzenesulfonamide